NC1=C(C=C(C=C1)O)C(F)(F)F 4-amino-3-(trifluoromethyl)phenol